C(CCC)OC(C1=CC(OC)=C(O)C=C1)=O butylvanillate